lithium Zirconium Silicon Phosphorus Oxide [P]=O.[Si].[Zr].[Li]